N1(CCCCC1)CCOC1CN(CC1)C1=NC=NN2C1=CC(=C2)C=2C(=NC(=NC2)O)O 5-[4-[3-[2-(1-Piperidyl)ethoxy]pyrrolidin-1-yl]pyrrolo[2,1-f][1,2,4]triazin-6-yl]pyrimidine-2,4-diol